(4aS)-8-((2,6-dioxopiperidin-3-yl)amino)-1,2,4a,5-tetrahydrobenzo[b]pyrazin O=C1NC(CCC1NC=1C=CC[C@H]2C1NCC=N2)=O